N-[(R*)-[(3-{[4-(4-fluoro-2-methoxyphenyl)-1,3,5-triazin-2-yl]amino}phenyl)methyl](methyl)oxo-lambda6-sulfanylidene]-L-valinamide FC1=CC(=C(C=C1)C1=NC(=NC=N1)NC=1C=C(C=CC1)C[S@](=NC([C@@H](N)C(C)C)=O)(=O)C)OC |o1:21|